O=C1NC(CCC1N1C(C2=CC=C(C=C2C1=O)CN1CCN(CC1)C=1C2=C(N=C(N1)N1CCOCC1)CCS2)=O)=O 2-(2,6-dioxopiperidin-3-yl)-5-((4-(2-morpholino-6,7-dihydrothieno[3,2-d]pyrimidin-4-yl)piperazin-1-yl)methyl)isoindoline-1,3-dione